FC=1C=C(C=CC1OC1=CC=NC2=CC=C(N=C12)OCCOC)NC(=O)C=1C(N(C(=CC1)C)C1=CC=C(C=C1)F)=O N-[3-Fluoro-4-[[6-(2-methoxyethoxy)-1,5-naphthyridin-4-yl]oxy]phenyl]-1-(4-fluorophenyl)-6-methyl-2-oxopyridine-3-carboxamide